5-chloro-2-(3-chloro-4-(1H-tetrazol-5-yl)phenoxy)-3-fluoropyridine ClC=1C=C(C(=NC1)OC1=CC(=C(C=C1)C1=NN=NN1)Cl)F